(4-(9-phenyl-9H-fluoren-9-yl)phenyl)boronic acid C1(=CC=CC=C1)C1(C2=CC=CC=C2C=2C=CC=CC12)C1=CC=C(C=C1)B(O)O